6-((2-((tert-Butyldiphenylsilyl)oxy)ethyl)amino)-11-((N-(2-hexyldecanoyl)-N-methyl-glycyl)oxy)undecyl 2-hexyldecanoate C(CCCCC)C(C(=O)OCCCCCC(CCCCCOC(CN(C)C(C(CCCCCCCC)CCCCCC)=O)=O)NCCO[Si](C1=CC=CC=C1)(C1=CC=CC=C1)C(C)(C)C)CCCCCCCC